FC(C(=O)O)(F)F.CC(C)N propan-2-amine 2,2,2-trifluoroacetate